(R)-5-isopropyl-5-{4-[4-(5-methylbenzofuran-3-yl)piperidine-1-carbonyl]phenyl}imidazolidine-2,4-dione C(C)(C)[C@]1(C(NC(N1)=O)=O)C1=CC=C(C=C1)C(=O)N1CCC(CC1)C1=COC2=C1C=C(C=C2)C